BrC1=C(C=O)C=CC(=C1F)Cl 2-bromo-4-chloro-3-fluorobenzaldehyde